C(C1=CC=CC=C1)N1C[C@@H](CC1)N(CCNC(=O)C1CCN(CC1)C1=CC=C(C=C1)OC(F)(F)F)C N-(2-{[(3R)-1-benzylpyrrolidin-3-yl](methyl)amino}ethyl)-1-[4-(trifluoromethoxy)phenyl]piperidine-4-carboxamide